CC1=C(CCN)N=CN1 5-methylhistamine